tert-butyl 3-(difluoromethoxy)-5-(((2-(trifluoromethyl)pyridin-3-yl)oxy)methyl)piperidine-1-carboxylate FC(OC1CN(CC(C1)COC=1C(=NC=CC1)C(F)(F)F)C(=O)OC(C)(C)C)F